N-(4-tert.-Butylcyclohexyl)-4-[[2-(5-chloro-2-hydroxyphenyl)acetyl]amino]pyridin C(C)(C)(C)C1CCC(CC1)N1CC=C(C=C1)NC(CC1=C(C=CC(=C1)Cl)O)=O